FC(C=1C=C(C=C(C1)C(F)(F)F)C1=NN(C=N1)/C=C(/C(=O)N)\C1=CC=C2C=NNC2=C1)(F)F (E)-3-(3-(3,5-bis-(trifluoromethyl)-phenyl)-1H-1,2,4-triazol-1-yl)-2-(1H-indazol-6-yl)acryl-amide